P(O)(=O)(OP(=O)(O)OP(=O)(O)O)OC[C@@H]1[C@H](C[C@@H](O1)N1C=C(C=2C(N)=NC=NC12)CCSCCCC)O 7-[2-(butylsulfanyl)ethyl]-2'-deoxy-7-deazaadenosine 5'-O-triphosphate